CN(C(O)=O)CCCCC(C(C(=O)N)O)NC(=O)[C@H]1N(C[C@@H](C1)N=[N+]=[N-])C([C@@H](CC1CCCCC1)NC(=O)C1=CC2=CC=CC=C2C=C1)=O.C(C1=CC=CC=C1)(=O)O benzoic acid methyl-(5-((2S,4R)-1-((R)-2-(2-naphthoylamino)-3-cyclohexylpropionyl)-4-azidopyrrolidine-2-carboxamido)-7-amino-6-hydroxy-7-oxoheptyl)carbamate